C(C=C)SC=1NC(C2=C(N1)NC(CC2C2=C(C=C(C=C2)OCCC)O)=O)=O 2-allylmercapto-5-(2-hydroxy-4-propoxyphenyl)-5,6-dihydropyrido[2,3-d]pyrimidine-4,7(3h,8h)-dione